C(CCCCCCCCCCCCCCCCC)(=O)OC[C@@H](OC(CCCCCCCCCCCCCCCCC)=O)COP(=O)(O)OCC(O)CO 1,2-distearoyl-sn-glycero-3-phosphoryl-glycerol